Ethyl 5-((1-methyl-1H-pyrazol-4-yl)amino)thiazole-4-carboxylate CN1N=CC(=C1)NC1=C(N=CS1)C(=O)OCC